N-((2-(4-(1-(2,3-dihydrobenzofuran-6-yl)ethyl)piperazin-1-yl)pyrimidin-5-yl)(ethyl)(oxo)-λ6-sulfanylidene)-2,2,2-trifluoroacetamide O1CCC2=C1C=C(C=C2)C(C)N2CCN(CC2)C2=NC=C(C=N2)S(=NC(C(F)(F)F)=O)(=O)CC